C(C)(C)[Si](OC/C=C/C=O)(C(C)C)C(C)C (trans)-4-triisopropylsiloxy-2-butenal